FC(CC=1NC(=CN1)CO)(F)F (2-(2,2,2-trifluoroethyl)-1H-imidazol-5-yl)methanol